NC1=NC=NC=2N(C3=CC=C(C=C3C21)CN)CC(=O)N2[C@@H]1C[C@@H]1C[C@H]2C(=O)NC2=NC(=CC=C2)Br (1R,3S,5R)-2-(2-(4-amino-6-(aminomethyl)-9H-pyrimido[4,5-b]indol-9-yl)acetyl)-N-(6-bromopyridin-2-yl)-2-azabicyclo[3.1.0]hexane-3-carboxamide